8-(1-((2-bromo-4-fluorophenyl)amino)ethyl)-2-cyclohexyl-6-methyl-4H-chromen-4-one BrC1=C(C=CC(=C1)F)NC(C)C=1C=C(C=C2C(C=C(OC12)C1CCCCC1)=O)C